1-[3-(1-hydroxyethyl)-6-[5-[(2-keto-1-methyl-4-piperidinyl)amino]benzimidazol-1-yl]-2-pyridinyl]-5-methyl-pyrazole-3-carbonitrile OC(C)C=1C(=NC(=CC1)N1C=NC2=C1C=CC(=C2)NC2CC(N(CC2)C)=O)N2N=C(C=C2C)C#N